(9H-fluoren-9-yl)methyl (3R,4S)-3-fluoro-4-{[(4-fluorophenyl)methyl]amino}piperidine-1-carboxylate F[C@@H]1CN(CC[C@@H]1NCC1=CC=C(C=C1)F)C(=O)OCC1C2=CC=CC=C2C=2C=CC=CC12